C(C)(C)(C)OC(=O)N1[C@H](C[C@H](CC1)NC(=O)C=1C(=NC(=CC1)Cl)C)C.CC=1C(=NC=CC1)C1=CC=C(C=C1)CC(=O)NC=1SC(=CN1)C 2-(4-(3-Methylpyridin-2-yl)phenyl)-N-(5-methylthiazol-2-yl)acetamide tert-butyl-(2S,4S)-4-[(6-chloro-2-methyl-pyridine-3-carbonyl)amino]-2-methyl-piperidine-1-carboxylate